4-bromo-1,1'-biphenyl-d9 BrC1=C(C(=C(C(=C1[2H])[2H])C1=C(C(=C(C(=C1[2H])[2H])[2H])[2H])[2H])[2H])[2H]